5-(2-cyano-5-(((5-fluoro-2,3-dihydrobenzofuran-4-yl)methyl)amino)imidazo[1,2-c]pyrimidin-8-yl)-N,N,1-trimethyl-1H-pyrazole-3-carboxamide C(#N)C=1N=C2N(C(=NC=C2C2=CC(=NN2C)C(=O)N(C)C)NCC2=C(C=CC3=C2CCO3)F)C1